C(C)N1C(=C(C2=CC=CC=C12)C1(OC(=O)C2=CC=CN=C12)C1=C(C=C(C=C1)N(CC)CC)C)C 3-(1-ethyl-2-methylindole-3-yl)-3-(2-methyl-4-diethylaminophenyl)-4-azaphthalide